2-((2-(benzyloxy)ethyl)(2-((tert-butyldimethylsilyl)oxy)ethyl)amino)ethan-1-ol C(C1=CC=CC=C1)OCCN(CCO)CCO[Si](C)(C)C(C)(C)C